C(=O)(OC(C)(C)C)N[C@@H]([C@@H](C)OC(=O)C=1C=NN(C1)C=1C=C2C(=CN(C2=CC1)C(C)C)C#N)C(=O)OC 1-(3-cyano-1-Isopropyl-1H-indol-5-yl)-1H-pyrazole-4-carboxylic acid [(2R,3S)-3-(Boc-amino)-4-methoxy-4-oxobutan-2-yl]ester